CN(NCC1=C(C=C(C(=C1)F)F)F)C(C)=O N-methyl-N'-[(2,4,5-trifluorophenyl)methyl]acetohydrazide